ClC1=NC(=CC(=C1)C=1C(=NN2C1N=C(C=C2)C(=O)N(C)CC(C)(C)O)C2=CC(=CC=C2)C#N)C 3-(2-chloro-6-methyl-4-pyridinyl)-2-(3-cyanophenyl)-N-(2-hydroxy-2-methyl-propyl)-N-methyl-pyrazolo[1,5-a]pyrimidine-5-carboxamide